3-bromo-5-(1-(tert-butoxycarbonyl)piperidin-4-yl)-4-methyl-1H-pyrrolo[2,3-c]pyridine-1-carboxylic acid tert-butyl ester C(C)(C)(C)OC(=O)N1C=C(C=2C1=CN=C(C2C)C2CCN(CC2)C(=O)OC(C)(C)C)Br